FC(N1N=CC(=C1)C1=NC=CC(=C1)N1CC2(C(N3[C@H](O2)CC[C@H]3C3=C(C=CC=C3)F)=O)C1)F (5'S,7a'R)-1-{2-[1-(difluoromethyl)-1H-pyrazol-4-yl]pyridin-4-yl}-5'-(2-fluorophenyl)tetrahydro-3'H-spiro[azetidine-3,2'-pyrrolo[2,1-b][1,3]oxazol]-3'-one